CN1C=C(C=C1)S(=O)(=O)NC[C@H](NS(=O)(=O)C1=CC=C(C=C1)OC(F)(F)F)C1=CC=CC=C1 (R)-1-methyl-N-(2-phenyl-2-((4-(trifluoromethoxy)phenyl)sulfonamido)ethyl)-1H-pyrrole-3-sulfonamide